C(C)OC(C(CBr)(F)F)=O ethyl-3-bromo-2,2-difluoropropanoate